C(CCCCCCC\C=C/CCCCCCCC)(=O)[O-] (9Z)-octadeca-9-enoate